3-Bromo-N-(3-((4-methoxybenzyl)oxy)-2,6-dimethylphenyl)-5-(methoxymethyl)-4,6-dimethylpyridin-2-amine BrC=1C(=NC(=C(C1C)COC)C)NC1=C(C(=CC=C1C)OCC1=CC=C(C=C1)OC)C